C(C1=CC=CC=C1)(=O)OC1=C(C(=CC(=C1)C(C)(C)C)C)OC(C1=CC=CC=C1)=O 5-tert-butyl-3-methyl-1,2-phenylene dibenzoate